3-((2-(4-(difluoromethoxy)phenyl)-2,3-dihydrobenzo[b][1,4]dioxin-6-yl)methyl)-3H-imidazo[4,5-b]pyridine FC(OC1=CC=C(C=C1)C1COC2=C(O1)C=CC(=C2)CN2C=NC=1C2=NC=CC1)F